FC(OC1=CC(=NC=C1)NC(C1=CC(=C(C=C1)C)[C@H]1CN(CC1)C1=NC=CN=C1)=O)F N-[4-(difluoromethoxy)-2-pyridyl]-4-methyl-3-[(3S)-1-pyrazin-2-ylpyrrolidin-3-yl]benzamide